N1=CC=C(C=C1)C1=CC=C2N=C3CCCCC3=C(C2=C1)N 7-(pyridin-4-yl)-1,2,3,4-tetrahydroacridin-9-amine